C(C)OC1=C(C=CC(=N1)[C@@H](CS(=O)(=O)C)N1C(N(C=2C1=NC=C(C2C)C2=NC=CC=C2)CCOC)=O)OC (S)-3-(1-(6-ethoxy-5-methoxypyridin-2-yl)-2-(methylsulfonyl)ethyl)-1-(2-methoxyethyl)-7-methyl-6-(pyridin-2-yl)-1H-imidazo[4,5-b]pyridin-2(3H)-one